2-((2-(2,3-dihydrobenzofuran-6-yl)-1H-indol-5-yl)thio)acetic acid O1CCC2=C1C=C(C=C2)C=2NC1=CC=C(C=C1C2)SCC(=O)O